CC1(OC2=C(C1)C=C(C(=C2)OC[C@@H]2CC(NCC2)=O)NC(=O)C=2C=NN1C2N=CC=C1)C (S)-N-(2,2-Dimethyl-6-((2-oxopiperidin-4-yl)methoxy)-2,3-dihydrobenzofuran-5-yl)pyrazolo[1,5-a]pyrimidine-3-carboxamide